3-butoxyadamantan-1-aminium 2,2,2-trifluoroacetate FC(C(=O)[O-])(F)F.C(CCC)OC12CC3(CC(CC(C1)C3)C2)[NH3+]